(S)-1-(2-bromopyridin-4-yl)ethan-1-ol BrC1=NC=CC(=C1)[C@H](C)O